(E)-5-formyl-N-(3-(1-(4-(hydroxymethyl)-3-methoxybenzylidene)-2,3-dihydro-1H-inden-4-yl)-2-methylphenyl)-4-methoxymethylpyridineamide C(=O)C=1C(=CC(=NC1)C(=O)NC1=C(C(=CC=C1)C1=C2CC\C(\C2=CC=C1)=C/C1=CC(=C(C=C1)CO)OC)C)COC